1,3-bis(4-hydroxyphenylthio)propane OC1=CC=C(C=C1)SCCCSC1=CC=C(C=C1)O